(1S,3'R,4'S,5'S,6'R)-5-Chloro-6-(4-ethoxy-3-fluorophenyl)-6'-methyl-3',4',5',6'-tetrahydro-3H-spiro[isobenzofuran-1,2'-pyran]-3',4',5'-triol ClC=1C=C2CO[C@]3(O[C@@H]([C@H]([C@@H]([C@H]3O)O)O)C)C2=CC1C1=CC(=C(C=C1)OCC)F